(R)-6-((1H-Imidazol-1-yl)methyl)-8-(1-ethyl-3-(trifluoromethyl)-1H-pyrazol-4-yl)-3-((4-methyl-6-(3-(methylamino)azetidin-1-yl)pyridin-2-yl)methyl)chroman-4-one hydrochloride Cl.N1(C=NC=C1)CC=1C=C2C([C@@H](COC2=C(C1)C=1C(=NN(C1)CC)C(F)(F)F)CC1=NC(=CC(=C1)C)N1CC(C1)NC)=O